FC=1C=C2C=3CCC/C(/C3NC2=CC1F)=N\CCC1=CC=NC=C1 (E)-6,7-difluoro-N-(2-(pyridin-4-yl)ethyl)-2,3,4,9-tetrahydro-1H-carbazole-1-imine